3,4-dichlorocinnamoylguanidine ClC=1C=C(C=CC(=O)NC(=N)N)C=CC1Cl